4-bromomethyl-quinolinone tert-butyl-5-chloro-3',6'-dihydro-[2,4'-bipyridine]-1'(2'H)-carboxylate C(C)(C)(C)OC(=O)N1CCC(=CC1)C1=NC=C(C=C1)Cl.BrCC1=CC(NC2=CC=CC=C12)=O